8-Benzyloxy-6-chloro-1,5-naphthyridine-2-carbonitrile C(C1=CC=CC=C1)OC=1C=C(N=C2C=CC(=NC12)C#N)Cl